ClC=1C=C(OCC(=O)O)C=C(C1CC1=C(C(=C(C=C1)O)CC1=CC=C(C=C1)F)F)Cl 2-(3,5-dichloro-4-(2-fluoro-3-(4-fluorobenzyl)-4-hydroxybenzyl)phenoxy)acetic acid